(2S,4R)-1-(2-(3-acetyl-5-(2-methylpyrimidin-5-yl)-1H-indazol-1-yl)acetyl)-N-(6-bromopyridin-2-yl)-4-fluoro-N-methylpyrrolidine-2-carboxamide C(C)(=O)C1=NN(C2=CC=C(C=C12)C=1C=NC(=NC1)C)CC(=O)N1[C@@H](C[C@H](C1)F)C(=O)N(C)C1=NC(=CC=C1)Br